docosenyltriethoxysilane CCCCCCCCCCCCCCCCCCCC/C=C/[Si](OCC)(OCC)OCC